Methyl ((2-(((3R*,4R*)-4-allyltetrahydrofuran-3-yl)oxy)-6-methylpyridin-3-yl)sulfonyl)-L-prolinate C(C=C)[C@H]1[C@H](COC1)OC1=NC(=CC=C1S(=O)(=O)N1[C@@H](CCC1)C(=O)OC)C |o1:3,4|